tert-butyl 4-(3-((6-(2-chlorophenyl)-8,9-dihydroimidazo[1',2':1,6]pyrido[2,3-d]pyrimidin-2-yl)amino)phenyl)piperazine-1-carboxylate ClC1=C(C=CC=C1)C1=CC2=C(N=C(N=C2)NC=2C=C(C=CC2)N2CCN(CC2)C(=O)OC(C)(C)C)N2C1=NCC2